4-(difluoromethoxy)-1-methyl-1H-pyrazole FC(OC=1C=NN(C1)C)F